FC1=CC(=C(C=C1)C=1C2=C(C(=NC1C=1C=NN(C1)C1CN(C1)C(=O)OC(C)(C)C)O)C=CS2)OC tert-butyl 3-[4-[7-(4-fluoro-2-methoxy-phenyl)-4-hydroxy-thieno[3,2-c]pyridin-6-yl]pyrazol-1-yl]azetidine-1-carboxylate